2,6-Dimethoxymethyl-4-tert-butylphenol COCC1=C(C(=CC(=C1)C(C)(C)C)COC)O